benzoxy ether C(C1=CC=CC=C1)OOOCC1=CC=CC=C1